C1(=CC=CC2=CC=CC=C12)C(=O)C1CCOCC1 Naphthalen-1-yl(tetrahydro-2H-pyran-4-yl)methanone